C1(CC1)OC[C@@H](C1=CC(=CC=C1)OC(F)F)NC(CC1(CC(C1)(F)F)O)=O (R)-N-(2-cyclopropoxy-1-(3-(difluoromethoxy)phenyl)ethyl)-2-(3,3-difluoro-1-hydroxycyclobutyl)acetamide